2-(6-((R)-3-fluoropyrrolidin-1-yl)pyridin-3-yl)-5-(1-(tetrahydro-2H-pyran-2-yl)-1H-pyrazol-4-yl)-6,7-dihydrothiazolo[5,4-c]pyridin-4(5H)-one F[C@H]1CN(CC1)C1=CC=C(C=N1)C=1SC=2C(N(CCC2N1)C=1C=NN(C1)C1OCCCC1)=O